CN1C(N(C(C=2C1=NC(=NC2)C2=CC=C(C=C2)C)=O)CC(=O)NCC=2OC(=CC2)C)=O 1,4-Dihydro-1-methyl-N-[(5-methyl-2-furanyl)methyl]-7-(4-methylphenyl)-2,4-dioxopyrimido[4,5-d]pyrimidine-3(2H)-acetamide